COC1=CC=C(C=C1)N (4-methoxy)phenylamine